BrC1=CSC=2C1=NC(=CC2N2CC1C(C2)CCC1)Cl 3-bromo-5-chloro-7-{hexahydro-1H-cyclopenta[c]pyrrol-2-yl}thieno[3,2-b]pyridine